2-(3-(3-amino-4-(6-chloroimidazo[1,2-b]pyridazin-8-yl)-1H-pyrazol-1-yl)-1-(ethylsulfonyl)azetidin-3-yl)acetonitrile NC1=NN(C=C1C=1C=2N(N=C(C1)Cl)C=CN2)C2(CN(C2)S(=O)(=O)CC)CC#N